C1=CC=CC=2C3=CC=CC=C3C(C12)COC(=O)N([C@H](C)C(=O)O)C=1C=NC=CC1 N-(9-fluorenylmethoxycarbonyl)-3-pyridyl-D-alanine